Cl.FC1=C2CN(C(C2=CC(=C1)C=1C=NN(C1)C1CCNCC1)=O)CC(=O)NC=1SC=CN1 2-[4-fluoro-1-oxo-6-[1-(4-piperidinyl)pyrazol-4-yl]Isoindolin-2-yl]-N-thiazol-2-yl-acetamide hydrochloride